ClC=1C=NC=C(C1[C@@H](C)OC=1C=C2C(=NNC2=CC1)C1=C(C(=NC=C1)N1CC(C1)(N1CCOCC1)C)C#N)Cl [5-[(1R)-1-(3,5-dichloro-4-pyridinyl)ethoxy]-1H-indazol-3-yl]-2-(3-methyl-3-morpholino-azetidin-1-yl)pyridine-3-carbonitrile